C(C)(C)(C)OC(=O)N1CC(C1)C#CC=1N=NC(=CC1Br)Cl 3-((4-bromo-6-chloropyridazin-3-yl)ethynyl)azetidine-1-carboxylic acid tert-butyl ester